FC1=C(C(=O)N2[C@H]3[C@@H](C[C@@H]([C@@H]2C2=CC=C(C=C2)NC2CCOCC2)C(=O)NC=2C=C4C=NN(C4=CC2)CC=2C=NC=CC2)CCC3)C(=CC=C1)C (2R,3S,4aR,7aR)-1-(2-fluoro-6-methyl-benzoyl)-N-[1-(3-pyridylmethyl)indazol-5-yl]-2-[4-(tetrahydropyran-4-ylamino)phenyl]-2,3,4,4a,5,6,7,7a-octahydrocyclopenta[b]pyridine-3-carboxamide